NC(/C=C/CC1=NN(C=2N(C([C@@H]([C@@H](C21)C2=CC=C(C=C2)F)NC(C2=CC(=CC=C2)C(F)(F)F)=O)=O)CC)C2=CC=CC=C2)=O |r| rac-N-((4R,5R)-3-((E)-4-amino-4-oxobut-2-en-1-yl)-7-ethyl-4-(4-fluorophenyl)-6-oxo-1-phenyl-4,5,6,7-tetrahydro-1H-pyrazolo[3,4-b]pyridin-5-yl)-3-(trifluoromethyl)benzamide